C(C1=CC=CC=C1)OC1=C(C(=O)NC2=C(C=C(C=C2)Br)O)C=CC(=N1)OCC1=CC=CC=C1 2,6-bis(benzyloxy)-N-(4-bromo-2-hydroxyphenyl)nicotinamide